C1(CC1)C1=CC(=NC=2N1N=C(C2)C2=C(C=C(C=C2)N2C[C@H](CC2)NC(OC(C)(C)C)=O)F)C(=O)N2[C@@H](C1=CC=CC=C1CC2)C tert-butyl ((S)-1-(4-(7-cyclopropyl-5-((R)-1-methyl-1,2,3,4-tetrahydroisoquinoline-2-carbonyl)pyrazolo[1,5-a]pyrimidin-2-yl)-3-fluorophenyl)pyrrolidin-3-yl)carbamate